pyridine-2,6-diylbis(p-tolylmethanol) N1=C(C=CC=C1C(O)C1=CC=C(C=C1)C)C(O)C1=CC=C(C=C1)C